7-{3-[3-(tert-butylamino)pyrrolidin-1-yl]-1,2,4-triazin-6-yl}quinolin-6-ol C(C)(C)(C)NC1CN(CC1)C=1N=NC(=CN1)C1=C(C=C2C=CC=NC2=C1)O